CN1CC(CCC1)CC1=NN=C(C2=CC=CC=C12)C1=C(C=C(C=C1)C(F)(F)F)O 2-(4-((1-Methylpiperidin-3-yl)methyl)phthalazin-1-yl)-5-(trifluoromethyl)phenol